NC[C@H]([C@@H](C(=O)O)NC)CCCB(O)O (2S,3R)-3-(aminomethyl)-6-borono-2-(methylamino)hexanoic Acid